2-oxoethyl (tert-butoxycarbonyl)glycylglycylglycinate C(C)(C)(C)OC(=O)NCC(=O)NCC(=O)NCC(=O)OCC=O